monoethyl salicylate C(C=1C(O)=CC=CC1)(=O)OCC